7-oxa-2-azaspiro[3.5]-nonane C1NCC12CCOCC2